(5-(4-((3-(2-methoxyethoxy)phenyl)ethynyl)phenyl)isoxazol-3-yl)methanol COCCOC=1C=C(C=CC1)C#CC1=CC=C(C=C1)C1=CC(=NO1)CO